FC=1C(=CC2=C(NC(=N2)OC2=CC(=C(C=C2)C)N2N=NN=C2)C1)C1=CC=C(C=C1)C=1C(=CC=CC1)O 4'-(6-fluoro-2-(4-methyl-3-(1H-tetrazol-1-yl)phenoxy)-1H-benzo[d]imidazol-5-yl)-[1,1'-biphenyl]-2-ol